ClC=1C=C(C=CC1F)NC1=NC=CC2=CC(=C(C=C12)NC(CCC(=O)OC)=O)OC methyl 4-((1-((3-chloro-4-fluorophenyl) amino)-6-methoxyisoquinolin-7-yl) amino)-4-oxobutanoate